ClC=1C=NN2C1C(=CC(=C2)C=2C=NN(C2)C2CCN(CC2)C(=O)C2(CN(C2)C(=O)OC(C)(C)C)O)OC tert-butyl 3-(4-(4-(3-chloro-4-methoxypyrazolo[1,5-a]pyridin-6-yl)-1H-pyrazol-1-yl)piperidine-1-carbonyl)-3-hydroxyazetidine-1-carboxylate